tert-butyl 7-(5-(4-methylpiperazin-1-yl)-1H-benzo[d]imidazol-2-yl)-1-oxo-4-(1H-pyrrolo[2,3-b]pyridin-4-yl)isoindole-2-carboxylate CN1CCN(CC1)C1=CC2=C(NC(=N2)C=2C=CC(=C3CN(C(C23)=O)C(=O)OC(C)(C)C)C2=C3C(=NC=C2)NC=C3)C=C1